N1=CC=C2N1CCCC2 4,5,6,7-tetrahydropyrazolo[1,5-a]Pyridine